C(C=CC)OC(C=C)=O 2-propenoic acid 2-butenyl ester